C(C)OC(CC1=C(C(=CC=C1)OC[C@H](O)C=1C=C(C2=C(C=CO2)C1)Br)OCOC)=O |r| (±)-2-(3-(2-(7-Bromobenzofuran-5-yl)-2-hydroxy-ethoxy)-2-(methoxymethoxy)phenyl)acetic acid ethyl ester